C(C)N1C2=C(OCC1=O)C(=CC(=C2)NC2=NC=CC(=N2)C2=CC=NC=C2)CN2CCOCC2 4-Ethyl-6-((4-(pyridin-4-yl)pyrimidin-2-yl)amino)-8-(morpholinomethyl)-2H-benzo[b][1,4]oxazin-3(4H)-one